(2S,4R)-1-((S)-20-amino-2-(tert-butyl)-4-oxo-6,9,12,15,18-pentaoxa-3-azaeicosan-1-yl)-4-hydroxy-N-(4-(4-methylthiazol-5-yl)benzyl)pyrrolidine-2-carboxamide hydrochloride Cl.NCCOCCOCCOCCOCCOCC(N[C@H](CN1[C@@H](C[C@H](C1)O)C(=O)NCC1=CC=C(C=C1)C1=C(N=CS1)C)C(C)(C)C)=O